(4-methoxy-3,5-dimethyl-2-pyridyl)-methylsulfoxide COC1=C(C(=NC=C1C)S(=O)C)C